3-(trifluoromethyl)sulfolane FC(C1CS(=O)(=O)CC1)(F)F